ethyl (2Z)-3-ethoxy-2-fluoroprop-2-enoate C(C)O\C=C(\C(=O)OCC)/F